C(C)(=O)C1C2C(CC(C1)C2)N=C=S exo-2-acetyl-6-isothiocyanatonorbornane